(tert-butoxycarbonyl)-1',2',3',6'-tetrahydro-[2,4'-bipyridine] C(C)(C)(C)OC(=O)C=1C(=NC=CC1)C=1CCNCC1